Cl.Cl.N[C@@H]1CN(C[C@@H](C1)C)C1=C(C=NC(=C1)C)NC(=O)C=1C(=C(C(=CC1)F)C1=C(C=CC=C1F)F)F N-(4-((3S,5R)-3-amino-5-methylpiperidin-1-yl)-6-methylpyridin-3-yl)-2,2',6,6'-Tetrafluoro-[1,1'-biphenyl]-3-carboxamide dihydrochloride